BrC1=CC(=C(C=C1)C1(COC1)N[S@](=O)C(C)(C)C)C |r| (±)-N-(3-(4-bromo-2-methylphenyl)oxetan-3-yl)-2-methylpropane-2-sulfinamide